COC(=O)C=1C=CC(=C(C1)C#CC1=CC=C(C(=O)NCCN2CCN(CC2)C(=O)OC(C)(C)C)C=C1)S(=O)(=O)CC1=NN(C=C1)C tert-butyl 4-(2-(4-((5-(methoxycarbonyl)-2-(((1-methyl-1H-pyrazol-3-yl)methyl)sulfonyl)phenyl)ethynyl)benzamido)ethyl)piperazine-1-carboxylate